FC(OC=1C=C(C=CC1)CC=1C(=CNC1)S(=O)(=O)NC1=C(C=C(C(=C1)F)C(F)(F)F)F)F 4-[[3-(difluoromethoxy)phenyl]methyl]-N-[2,5-difluoro-4-(trifluoromethyl)phenyl]-1H-pyrrole-3-sulfonamide